O1CCC(CC1)CNC=1C=CC(=NC1)C1=CC=CC2=C1OC(CO2)CNC(=O)C=2OC(=CC2)CN2CCN(CC2)C 5-(4-Methyl-piperazin-1-ylmethyl)-furan-2-carboxylic acid (8-{5-[(tetrahydropyran-4-ylmethyl)-amino]-pyridin-2-yl}-2,3-dihydro-benzo[1,4]dioxin-2-ylmethyl)-amide